ClC=1C(=CC2=C([C@@H](C[C@@H](O2)C(=O)NC23CC(C2)(C3)N3N=CC(=C3)O[C@@H]3C[C@@H](C3)OC(F)(F)F)O)C1)F (2R,4R)-6-chloro-7-fluoro-4-hydroxy-N-[3-(4-{[cis-3-(trifluoromethoxy)cyclobutyl]oxy}-1H-pyrazol-1-yl)bicyclo[1.1.1]pentan-1-yl]-3,4-dihydro-2H-1-benzopyran-2-carboxamide